C(C)C=1C(=C(C(=C2C(=C3C(=C(C(=C(C3=CC12)CC)CC)CC)CC)CC)CC)CC)CC nonaethyl-anthracene